[N+](=O)([O-])C=1C(=C(C2=CC=CC=C2C1)S(=O)(=O)[O-])[N+](=O)[O-].[Ba+2].[N+](=O)([O-])C=1C(=C(C2=CC=CC=C2C1)S(=O)(=O)[O-])[N+](=O)[O-] barium dinitronaphthalenesulfonate